[Si](C1=CC=CC=C1)(C1=CC=CC=C1)(C(C)(C)C)OC[C@H]1C[C@H](CC1)COC=1C=C(C=CC1N1CCN(CC1)C)NC=1N=CC2=C(N1)NC(C=C2C#C[Si](C(C)C)(C(C)C)C(C)C)=O 2-[(3-{[(1S,3R)-3-{[(tert-butyldiphenylsilyl)oxy]methyl}cyclopentyl]methoxy}-4-(4-methylpiperazin-1-yl)phenyl)amino]-5-[2-(triisopropylsilyl)ethynyl]-8H-pyrido[2,3-d]pyrimidin-7-one